C(C)(C)(C)OC(NC1CC12CNCC2)=O 5-azaspiro[2.4]heptane-1-ylcarbamic acid tert-butyl ester